[Fe].[Cr].[Ni].[Cu] copper-nickel-chromium-iron